The molecule is a macrolide that is erythronolide B having a 2,6-dideoxy-alpha-L-arabino-hexopyranosyl (alpha-L-olivosyl) residue attached at position 3. It has a role as a metabolite. It is a glycoside, a macrolide and a monosaccharide derivative. It derives from an erythronolide B. CC[C@@H]1[C@@H]([C@@H]([C@H](C(=O)[C@@H](C[C@@]([C@@H]([C@H]([C@@H]([C@H](C(=O)O1)C)O[C@H]2C[C@@H]([C@H]([C@@H](O2)C)O)O)C)O)(C)O)C)C)O)C